C(N)(=O)C1=C(C(=CC(=C1)Cl)C)NC(=O)C=1N(N=C(C1)C(F)(F)F)C1CC1 N-(2-carbamoyl-4-chloro-6-methyl-phenyl)-2-cyclopropyl-5-(trifluoromethyl)pyrazole-3-carboxamide